bis(1-aminopropyl)dibutyl-phosphine imidazolium salt N1C=[NH+]C=C1.NC(CC)C(CCCPCCCC)C(CC)N